(S)-2-((S)-3-(5-(aminomethyl)-6-oxo-1,6-dihydropyridin-3-yl)-4,4-difluoropiperidin-1-yl)-N-(5-((5-fluoropyridin-2-yl)oxy)pyridin-2-yl)propanamide NCC1=CC(=CNC1=O)[C@H]1CN(CCC1(F)F)[C@H](C(=O)NC1=NC=C(C=C1)OC1=NC=C(C=C1)F)C